(2S,2'S)-3,3'-(((((2-(3-((S)-2-carboxy-2-((R)-pyrrolidin-3-yl)ethyl)phenoxy)acetyl)azanediyl)bis(ethane-2,1-diyl))bis(oxy))bis(3,1-phenylene))bis(2-((R)-pyrrolidin-3-yl)propanoic acid) C(=O)(O)[C@@H](CC=1C=C(OCC(=O)N(CCOC=2C=C(C=CC2)C[C@H](C(=O)O)[C@@H]2CNCC2)CCOC=2C=C(C=CC2)C[C@H](C(=O)O)[C@@H]2CNCC2)C=CC1)[C@@H]1CNCC1